NC1=NC(=CC(=N1)C=1C=C(C#N)C=CC1)C=1N=NN(C1)C(C)C1=NC(=CC=C1)COC m-[2-amino-6-(1-{1-[6-(methoxymethyl)-2-pyridinyl]ethyl}-1H-1,2,3-triazol-4-yl)-4-pyrimidinyl]benzonitrile